1-(4-(2-methoxyphenyl)butyl)-3-(1-(4-(2-methoxyphenyl)butyl)piperidin-4-yl)-1H-benzo[d]imidazole COC1=C(C=CC=C1)CCCCN1CN(C2=C1C=CC=C2)C2CCN(CC2)CCCCC2=C(C=CC=C2)OC